N,N'-dibromodimethylhydantoin BrN1C(=O)N(C(=O)C1(C)C)Br